(1S,2S)-trans-2-aminocycloheptanol N[C@@H]1[C@H](CCCCC1)O